((diphenylmethylene)amino)-5-ethylthieno[2,3-d]pyridazin-4(5H)-one C1(=CC=CC=C1)C(C1=CC=CC=C1)=NC1=CC2=C(C=NN(C2=O)CC)S1